2-(4-amino-1-(2-(3,4-dimethoxyphenyl)-3-isopropyl-1H-indol-5-yl)piperidin-4-yl)acetonitrile NC1(CCN(CC1)C=1C=C2C(=C(NC2=CC1)C1=CC(=C(C=C1)OC)OC)C(C)C)CC#N